4-(5-(benzyloxy)-2-methylbenzofuran-3-carboxamido)-3,3-difluoropiperidine-1-carboxylic acid tert-butyl ester C(C)(C)(C)OC(=O)N1CC(C(CC1)NC(=O)C1=C(OC2=C1C=C(C=C2)OCC2=CC=CC=C2)C)(F)F